tert-Butyl N-{6-[(2S)-butan-2-yl]-5-cyanopyridin-2-yl}-N-[(tert-butoxy)carbonyl]carbamate C[C@@H](CC)C1=C(C=CC(=N1)N(C(OC(C)(C)C)=O)C(=O)OC(C)(C)C)C#N